C12CN(CC2C1)C=1C=C(C(=O)O)C=C(C1C(NS(=O)(=O)N1CCCC1)=O)C(F)(F)F 3-(3-azabicyclo[3.1.0]hexan-3-yl)-4-((pyrrolidin-1-ylsulfonyl)carbamoyl)-5-(trifluoromethyl)benzoic acid